tert-butyl (S)-2-((tosyloxy)methyl)pyrrolidine-1-carboxylate S(=O)(=O)(C1=CC=C(C)C=C1)OC[C@H]1N(CCC1)C(=O)OC(C)(C)C